C12(OCC3=CC=C(C=C13)C=O)CC2 spiro(cyclopropane-1,1'-isobenzofuran)-6'-carbaldehyde